OC=1C(=C(C=O)C=CC1)C(C)C 3-HYDROXY-2-ISOPROPYLBENZALDEHYDE